1,2-dimethylindol-5-amine CN1C(=CC2=CC(=CC=C12)N)C